ClC1=C(C=C(C(=N1)C(=O)NC=1C=C2C(=NNC2=CC1)C)C)C#N 6-Chloro-5-cyano-3-methyl-N-(3-methyl-1H-indazol-5-yl)picolinamide